4-(9-ethyl-2-(3-(m-tolyl)-1H-pyrazol-1-yl)-8-vinyl-9H-purin-6-yl)morpholine C(C)N1C2=NC(=NC(=C2N=C1C=C)N1CCOCC1)N1N=C(C=C1)C=1C=C(C=CC1)C